FC1=CC=C(CS(=O)(=O)C=2C=C(C=C(C2)N2CCOCC2)C=2C=CC(=NC2OC)N)C=C1 5-(3-((4-fluorobenzyl)sulfonyl)-5-morpholinophenyl)-6-methoxypyridin-2-amine